NC1=C(C(=NC=N1)OC1=C(C=C(C=C1)NC(=O)C=1C=NN(C1C(F)(F)F)C=1C=NN(C1)C)F)Cl N-[4-(6-amino-5-chloro-pyrimidin-4-yl)oxy-3-fluoro-phenyl]-1-(1-methylpyrazol-4-yl)-5-(trifluoromethyl)pyrazole-4-carboxamide